(2R)-2-[(1S)-1,2-dihydroxyethyl]-4-hydroxy-5-oxo-2H-furan-3-olate O[C@@H](CO)[C@H]1OC(C(=C1[O-])O)=O